5-(N-(1-Amino-3-hydroxypropan-2-yl)acetamido)-2-methyl-N-((R)-1-(naphthalen-1-yl)ethyl)benzamide NCC(CO)N(C(C)=O)C=1C=CC(=C(C(=O)N[C@H](C)C2=CC=CC3=CC=CC=C23)C1)C